5-(4-(4-cyanophenyl)piperidine-1-carbonyl)-2-methyl-N-(tetrahydrofuran-3-yl)benzamide C(#N)C1=CC=C(C=C1)C1CCN(CC1)C(=O)C=1C=CC(=C(C(=O)NC2COCC2)C1)C